(R)-N-[2-(2-methoxy-7,8-dihydro-6H-indeno[5,4-d][1,3]oxazol-8-yl)ethyl]acetamid COC=1OC2=C(N1)C=CC=1CC[C@@H](C12)CCNC(C)=O